trans-N-(8-amino-6-((R)-4-isopropyl-2-oxooxazolidin-3-yl)isoquinolin-3-yl)-2-cyanocyclopropane-1-carboxamide NC=1C=C(C=C2C=C(N=CC12)NC(=O)[C@H]1[C@@H](C1)C#N)N1C(OC[C@H]1C(C)C)=O